1,3-bis(5-propoxypentyl)imidazolium C(CC)OCCCCCN1C=[N+](C=C1)CCCCCOCCC